9-Hydroxy-4-phenylpyrrolo[3,4-c]carbazole-1,3(2H,6H)-dione OC1=CC=2C=3C4=C(C(=CC3NC2C=C1)C1=CC=CC=C1)C(NC4=O)=O